C(C)(C)(C)OC(=O)N1[C@H](C[C@@](C1)(C1=CC=CC=C1)O)C(NC1=C(C=CC(=C1)C(CCC1CC1)(C1=CC=NC=C1)N[S@](=O)C(C)(C)C)F)=O (2R,4S)-2-(5-((-)-3-cyclopropyl-1-((R)-1,1-dimethylethylsulfinamido)-1-(pyridin-4-yl)propyl)-2-fluorophenylcarbamoyl)-4-hydroxy-4-phenylpyrrolidine-1-carboxylic acid tert-butyl ester